CC1=C(C=CC=C1)C1=C(C=CC(=N1)NS(=O)(=O)C1=CC=CC(=N1)N1C[C@H](CC1)C(=O)O)C(F)(F)F (3S)-1-(6-{[6-(2-methylphenyl)-5-(trifluoromethyl)pyridin-2-yl]sulfamoyl}pyridin-2-yl)pyrrolidine-3-carboxylic acid